C(C)(C)(C)OC(=O)N1C(C=2C=CC=NC2C=C1C(=O)O)=O 5-oxo-5H-[1,6]Naphthyridine-6,7-dicarboxylic acid 6-tert-butyl ester